1-(2-oxobicyclo[2.2.1]heptan-1-yl)-4-((5-phenyl-1,3,4-thiadiazol-2-yl)methyl)piperazine-2,3-dione O=C1C2(CCC(C1)C2)N2C(C(N(CC2)CC=2SC(=NN2)C2=CC=CC=C2)=O)=O